6-[4-(5-methyl-1H-imidazol-4-yl)-phenyl]-pyrimidin CC1=C(N=CN1)C1=CC=C(C=C1)C1=CC=NC=N1